C1(=CC(=CC=C1)C1=NC(=NC(=N1)Cl)C1=CC=2C(C3=CC=CC=C3C2C=C1)(C)C)C1=CC=CC=C1 2-biphenyl-3-yl-4-chloro-6-(9,9-dimethyl-9H-fluoren-2-yl)-1,3,5-triazine